6-((benzyl(methyl)amino)methyl)-N2-(p-tolyl)pyridine-2,4-diamine C(C1=CC=CC=C1)N(C)CC1=CC(=CC(=N1)NC1=CC=C(C=C1)C)N